ethyl 2-(5-bromo-6-methoxy-3-oxo-2,3-dihydrobenzofuran-2-yl)-2-oxoacetate BrC=1C(=CC2=C(C(C(O2)C(C(=O)OCC)=O)=O)C1)OC